3-((1H-Pyrazol-1-yl)methyl)-6-chloro-2-ethoxypyridine N1(N=CC=C1)CC=1C(=NC(=CC1)Cl)OCC